O=C1NC(CCC1N1C(N(C2=C1C=CC(=C2)CC2(CN(C2)C(=O)OC(C)(C)C)C)C)=O)=O tert-butyl 3-{[1-(2,6-dioxopiperidin-3-yl)-3-methyl-2-oxo-1,3-benzodiazol-5-yl]methyl}-3-methylazetidine-1-carboxylate